FC(C(=O)O)(F)F.C(C)N1C=NC(=C1CSC=1NC(C2=C(N1)CCC2)=O)C2(CC2)C(F)(F)F 2-[({3-ethyl-5-[1-(trifluoromethyl)cyclopropyl]imidazol-4-yl}methyl)sulfanyl]-3H,5H,6H,7H-cyclopenta[d]pyrimidin-4-one trifluoroacetate salt